FC=1C=C2C(CCOC2=C(C1O[C@H](C1=CC=C(C(=O)N)C=C1)C1=CC=C(C=C1)S(=O)(=O)C)C)=O (R,S)-4-(((6-fluoro-8-methyl-4-oxochroman-7-yl)oxy)(4-(methylsulfonyl)phenyl)methyl)benzamide